FC1=CC=C(C=C1)C1=CC(=C(C=N1)CNC(CC)=O)C1=NN(C=C1)CC1=CC(NC=C1)=O N-((6-(4-fluorophenyl)-4-(1-((2-oxo-1,2-dihydropyridin-4-yl)methyl)-1H-pyrazol-3-yl)pyridin-3-yl)methyl)propionamide